C(C)(C)(C)OC(=O)N[C@H](C(=O)N[C@H](C(=O)O)C)C(C)C (2S)-2-[[(2S)-2-(tert-butoxycarbonylamino)-3-methyl-butanoyl]amino]propanoic acid